N-(tert-Butyl)-2-(3-(4-((1-methyl-1H-pyrazol-4-yl)amino)-5-(pyridin-4-yl)pyrimidin-2-yl)phenoxy)acetamide C(C)(C)(C)NC(COC1=CC(=CC=C1)C1=NC=C(C(=N1)NC=1C=NN(C1)C)C1=CC=NC=C1)=O